tert-butyl (2S,6S)-4-[2-methoxy-4-[(2-methylindazol-5-yl)carbamoyl]-1,3-benzothiazol-7-yl]-2,6-dimethyl-piperazine-1-carboxylate COC=1SC2=C(N1)C(=CC=C2N2C[C@@H](N([C@H](C2)C)C(=O)OC(C)(C)C)C)C(NC2=CC1=CN(N=C1C=C2)C)=O